1-(3,3-difluorocyclobutane-1-carbonyl)-1,2,3,6-tetrahydropyridin FC1(CC(C1)C(=O)N1CCC=CC1)F